FC=1C(=NC(=NC1)NC1=NC=C(C=C1)N1CC2N(C(C1)C2)C)C2=CC=1C(N(CC3(C1S2)CCC3)C)=O 2'-(5-Fluoro-2-((5-(6-methyl-3,6-diazabicyclo[3.1.1]heptan-3-yl)pyridin-2-yl)amino)pyrimidin-4-yl)-5'-methyl-5',6'-dihydro-4'H-spiro[cyclobutane-1,7'-thieno[3,2-c]pyridin]-4'-one